Cl.FC(C)(F)[C@@H]1CNCC1 (S)-3-(1,1-difluoroethyl)pyrrolidine hydrochloride